sebacic acid bis(1-octyloxy-2,2,6,6-tetramethyl-4-piperidinyl) ester C(CCCCCCC)ON1C(CC(CC1(C)C)OC(CCCCCCCCC(=O)OC1CC(N(C(C1)(C)C)OCCCCCCCC)(C)C)=O)(C)C